C(C)(=O)O[C@@H]1[C@@H]([C@H]([C@@H](SC(C)=O)O[C@@H]1COC(C)=O)OC)N=[N+]=[N-] Acetyl 4,6-di-O-acetyl-3-azido-2-O-methyl-3-deoxy-1-thio-alpha-D-galactopyranoside